C(=O)(O)C1=CC=C(C=C1)N=NC1=C(C(=CC2=CC=CC=C12)C(=O)NC1=CC=C(C=C1)Cl)O 4-((4-carboxyphenyl)azo)-3-hydroxy-N-(4-chlorophenyl)naphthalene-2-carboxamide